(R)-3-((4-hydroxy-1-(3-phenylbutanoyl)piperidin-4-yl)methyl)-6-(5-oxa-2-azaspiro[3.4]octan-2-yl)pyrimidin-4(3H)-one OC1(CCN(CC1)C(C[C@@H](C)C1=CC=CC=C1)=O)CN1C=NC(=CC1=O)N1CC2(C1)OCCC2